C(#N)C=1C=NN2C1C(=CC(=C2)C=2N=NN(C2C)C2CCN(CC2)C(=O)OC(C)(C)C)OC(C)C=2N=NC=C(C2)C tert-Butyl 4-[4-[3-cyano-4-[1-(5-methylpyridazin-3-yl)ethoxy]pyrazolo[1,5-a]pyridin-6-yl]-5-methyl-triazol-1-yl]piperidine-1-carboxylate